O=C1N(C(CC1)=O)OC1CCC(CC1)C(=O)NC(NCCO[C@H]1[C@@H](O)[C@@H](O[C@@H]2[C@@H](O)[C@@H](O)[C@H](O)[C@H](O2)CO)[C@H](O)[C@H](O1)CO[C@@H]1[C@@H](O)[C@@H](O)[C@H](O)[C@H](O1)CO)=O (1R,4R)-4-[(2,5-Dioxopyrrolidin-1-yl)oxy]-N-(2-{[α-D-mannopyranosyl-(1→3)-[α-D-mannopyranosyl-(1→6)]-α-D-mannopyranosyl]oxy}ethylcarbamoyl)-cyclohexane-1-carboxamide